BrC1=COC2=C1C=CC(=C2)C#N 3-bromo-1-benzofuran-6-carbonitrile